Propenoyl-CoA C(C=C)(=O)SCCNC(CCNC([C@@H](C(COP(OP(OC[C@@H]1[C@H]([C@H]([C@@H](O1)N1C=NC=2C(N)=NC=NC12)O)OP(=O)(O)O)(=O)O)(=O)O)(C)C)O)=O)=O